C(C)[NH+](CC)CC.C(CC)S(=O)(=O)[O-] propane-1-sulfonic acid trisEthylammonium salt